OC1=C(C=CC(=C1)OCCCCCCCC)C1=NC=NC=N1 2-hydroxy-4-n-octyloxyphenyl-1,3,5-triazine